6-((R)-1-hydroxy-2-((3aR,5S,6aS)-5-phenoxyhexahydrocyclopenta[c]pyrrol-2(1H)-yl)ethyl)pyridin-3-ol O[C@H](CN1C[C@@H]2[C@H](C1)CC(C2)OC2=CC=CC=C2)C2=CC=C(C=N2)O